(3-Fluoro-5-((1-methyl-1H-pyrrol-3-yl)amino)benzyl)carbamic acid tert-butyl ester C(C)(C)(C)OC(NCC1=CC(=CC(=C1)NC1=CN(C=C1)C)F)=O